8-[(1R)-1-[[2-(2-Fluorophenyl)-3-pyridyl]amino]ethyl]-6-methyl-3-oxazol-4-yl-2-(3-pyridyl)chromen-4-one FC1=C(C=CC=C1)C1=NC=CC=C1N[C@H](C)C=1C=C(C=C2C(C(=C(OC12)C=1C=NC=CC1)C=1N=COC1)=O)C